2-methyl-decanal tert-butyl-6-((7-chloro-1-methyl-1H-indazol-6-yl)oxy)-2-azaspiro[3.3]heptane-2-carboxylate C(C)(C)(C)OC(=O)N1CC2(C1)CC(C2)OC2=CC=C1C=NN(C1=C2Cl)C.CC(C=O)CCCCCCCC